FC1=C(C=CC=C1OC)C=1C(=C2C(=NC(=NN2C1)C=1N(C=CN1)C)NC1CC(C1)OC)C1=NN(C=C1)C (2-fluoro-3-methoxyphenyl)-N-((1r,3r)-3-methoxycyclobutyl)-2-(1-methyl-1H-imidazol-2-yl)-5-(1-methyl-1H-pyrazol-3-yl)pyrrolo[2,1-f][1,2,4]triazin-4-amine